COC=1SC2=C(N1)C(=CC=C2N2C[C@@H](N([C@H](C2)C)C(=O)OC(C)(C)C)C)C(NC2=CC1=CN(N=C1C(=C2)OC)C)=O tert-butyl (2S,6S)-4-[2-methoxy-4-[(7-methoxy-2-methyl-indazol-5-yl)carbamoyl]-1,3-benzothiazol-7-yl]-2,6-dimethyl-piperazine-1-carboxylate